Perfluorocyclohexyl-formic acid FC1(C(C(C(C(C1(F)F)(F)F)(F)F)(F)F)(F)F)C(=O)O